11-methacryloyloxyundecyldichloromethylsilane C(C(=C)C)(=O)OCCCCCCCCCCC[SiH2]C(Cl)Cl